methyl 4-cyclopropoxy-2-[(1S,4S,5R)-5-[[1-cyclopropyl-4-(2,6-dichlorophenyl)-1H-pyrazol-5-yl]methoxy]-2-azabicyclo[2.2.1]heptan-2-yl]-1,3-benzothiazole-6-carboxylate C1(CC1)OC1=CC(=CC2=C1N=C(S2)N2[C@@H]1C[C@H]([C@H](C2)C1)OCC1=C(C=NN1C1CC1)C1=C(C=CC=C1Cl)Cl)C(=O)OC